tert-butyl 8-methyl-4-(8-methyl-2-methylsulfinyl-7-oxo-pyrido[2,3-d]pyrimidin-6-yl)-2,3-dihydroquinoxaline-1-carboxylate CC=1C=CC=C2N(CCN(C12)C(=O)OC(C)(C)C)C1=CC2=C(N=C(N=C2)S(=O)C)N(C1=O)C